CC(CCCCCCCCCCCC)CCCC(CCCCCCCCCCCCCCCCCCCCCC)C 13,17-Dimethylnonatriacontane